2-(5-thiazolyl)-pyrimidine S1C=NC=C1C1=NC=CC=N1